(R)-2-(3-bromo-5-chlorophenyl)piperazine BrC=1C=C(C=C(C1)Cl)[C@H]1NCCNC1